ClC1=C(C(=CC=C1)F)C1=NOC(=C1C1=CC2(C1)CCN(CC2)C=2C=C1C=CC=NC1=CC2)C2CC2 6-(2-(3-(2-Chloro-6-fluorophenyl)-5-cyclopropylisoxazol-4-yl)-7-azaspiro[3.5]non-1-en-7-yl)chinolin